[C@H]12NC[C@H]([C@@H]1N1C(=CC=3C(=NC=4C(=C(C(=CC4C31)CCC#N)C3=C(C(=CC=C3)Cl)Cl)F)C)[C@@H](C)NC(=O)C=3N=CSC3)C2 N-((1R)-1-(1-((1R,4R,5S)-2-azabicyclo[2.1.1]hexan-5-yl)-8-(2-cyanoethyl)-7-(2,3-dichlorophenyl)-6-fluoro-4-methyl-1H-pyrrolo[3,2-c]quinolin-2-yl)ethyl)thiazole-4-carboxamide